(R)-1-((4'-(((S)-4-((4-(4-Aminopyrimidin-2-yl)-1,3-dimethyl-1H-pyrazol-5-yl)oxy)butan-2-yl)amino)-6'-chloro-3-fluoro-[2,3'-bipyridin]-5-yl)methyl)piperidin-3-ol NC1=NC(=NC=C1)C=1C(=NN(C1OCC[C@H](C)NC1=C(C=NC(=C1)Cl)C1=NC=C(C=C1F)CN1C[C@@H](CCC1)O)C)C